NC(CC1=C(NC2=CC=C(C=C12)C)C(=O)N(C)C1CCCC1)=O 3-(2-amino-2-oxoethyl)-N-cyclopentyl-N,5-dimethyl-1H-indole-2-carboxamide